COC(=O)C1C(C[C@]2(C=C(C3=C(C=CC=C23)Cl)C)CC1)=O (1S)-4'-chloro-3'-methyl-3-oxospiro[cyclohexane-1,1'-indene]-4-carboxylic acid methyl ester